N(=[N+]=[N-])C1=CC=C(C=C1)N para-azidophenylamine